5,7-dimethoxy-2-(2,4,6-trichlorophenyl)-[1,2,4]triazolo[1,5-a]pyrimidine COC1=NC=2N(C(=C1)OC)N=C(N2)C2=C(C=C(C=C2Cl)Cl)Cl